FC1=C2C(=NN=C(C2=C(C(=C1F)F)F)C#N)C1=CC=CC=C1 5,6,7,8-tetrafluoro-1-cyano-4-phenylphthalazine